4-(2,2,3,3,4,4,5,5,5-nonafluoropentyl)-1,3-dioxolane FC(CC1OCOC1)(C(C(C(F)(F)F)(F)F)(F)F)F